SCCS(=O)(=O)[O-] 2-sulfanylethansulfonat